ClC1=CC=CC=2C=3N(C(=NC12)N[C@H]1C(NCCCC1)=O)N=C(N3)C=3C=NN(C3)CC (3R)-3-{[7-chloro-2-(1-ethyl-1H-pyrazol-4-yl)[1,2,4]triazolo[1,5-c]quinazolin-5-yl]amino}azepan-2-one